5-(2-fluoro-1,1-dimethyl-ethoxy)-4,6-dimethoxy-pyrimidin-2-amine FCC(OC=1C(=NC(=NC1OC)N)OC)(C)C